tert-Butyl (6aR)-4-chloro-1-(1,1-dioxidothiomorpholino)-3-(2-fluoro-6-hydroxyphenyl)-12-oxo-6a,7,9,10-tetrahydro-12H-pyrazino[2,1-c]pyrido[3,4-f][1,4]oxazepine-8(6H)-carboxylate ClC1=C(N=C(C=2C(N3[C@@H](COC21)CN(CC3)C(=O)OC(C)(C)C)=O)N3CCS(CC3)(=O)=O)C3=C(C=CC=C3O)F